C(#N)C1=CC=C(C=N1)N1CCN(CC1)CC=1C=CC(=NC1)NC(=O)NCC 1-(5-((4-(6-cyanopyridin-3-yl)piperazin-1-yl)methyl)pyridin-2-yl)-3-ethylurea